BrC1=NC=CC(=C1)CN1N=CC2=C(C1=O)N(C1=C2SC(=N1)SC)C ((2-bromopyridin-4-yl)methyl)-4-methyl-2-(methylsulfanyl)-4H-thiazolo[5',4':4,5]Pyrrolo[2,3-d]Pyridazin-5(6H)-one